(2R,4R)-6-chloro-7-fluoro-4-hydroxy-N-(3-{4-[2-(trifluoromethoxy)ethoxy]-1H-pyrazol-1-yl}bicyclo[1.1.1]pentan-1-yl)-3,4-dihydro-2H-1-benzopyran-2-carboxamide ClC=1C(=CC2=C([C@@H](C[C@@H](O2)C(=O)NC23CC(C2)(C3)N3N=CC(=C3)OCCOC(F)(F)F)O)C1)F